BrC=1C=C(C=NC1)C(C)OC=1C=C(C(=O)N[C@@H]2[C@H](CCCC2)O)C=CC1C 3-[1-(5-bromopyridin-3-yl)ethoxy]-N-[(1s,2s)-2-hydroxycyclohexyl]-4-methylbenzamide